C(CCC)[Sn]1(OC2C3OCC(C(C2O1)O)O3)CCCC 4,4-dibutyl-3,5,10,11-tetraoxa-4-stannatricyclo[6.2.1.02,6]undecan-7-ol